1,5-diisocyanatocyclohexane N(=C=O)C1CCCC(C1)N=C=O